(Z)-5-(benzo[d][1,3]dioxol-5-ylmethylene)-2-((2-methoxyphenyl)(methyl)amino)-3,5-dihydro-4H-imidazol-4-one O1COC2=C1C=CC(=C2)\C=C/2\C(NC(=N2)N(C)C2=C(C=CC=C2)OC)=O